(bis(4-tert-butylphenyl)-(4-fluorophenyl))sulfonium chloride [Cl-].C(C)(C)(C)C1=CC=C(C=C1)C=1C(=C(C=CC1F)[SH2+])C1=CC=C(C=C1)C(C)(C)C